N-[(2-Amino-3-pyridyl)sulfonyl]-6-(2-ethoxy-5-fluorophenyl)-2-[(4S)-2,2,4-trimethylpyrrolidin-1-yl]pyridin-3-carboxamid NC1=NC=CC=C1S(=O)(=O)NC(=O)C=1C(=NC(=CC1)C1=C(C=CC(=C1)F)OCC)N1C(C[C@@H](C1)C)(C)C